glycidoxy-N,N-diglycidyl-benzenesulfonamide C(C1CO1)OC1=C(C=CC=C1)S(=O)(=O)N(CC1CO1)CC1CO1